FC=1C(=C(C=CC1)C1NCCC1)OC 2-(3-fluoro-2-methoxyphenyl)pyrrolidine